OC1=C(C(=CC(=C1)CN1CCCC1)O)C1=C2CC(N(C2=CC=C1C)CC)=O 4-(2,6-Dihydroxy-4-(pyrrolidin-1-ylmethyl)phenyl)-1-ethyl-5-methylindolin-2-one